ClC=1C=C(C=CC1OCC1=NC=CC=C1)NC=1C2=C(N=CN1)NC=C2C=2C=C(C=CC2)NC(C=C)=O N-(3-(4-((3-chloro-4-(pyridin-2-ylmethoxy)phenyl)amino)-7H-pyrrolo[2,3-d]pyrimidin-5-yl)phenyl)acrylamide